tert-butyl 4-[7-(1-methyl-1H-pyrazol-4-yl)imidazo[1,2-b]pyridazin-3-yl]-5-thioxo-1,4-diazepane-1-carboxylate CN1N=CC(=C1)C1=CC=2N(N=C1)C(=CN2)N2CCN(CCC2=S)C(=O)OC(C)(C)C